CN1N=C2C=CC=C(C2=C1)N1CCNCC1 2-methyl-4-piperazin-1-yl-indazol